ONC(=O)C1=CC2=C(CN([C@H](CO2)C2=CC=CC=C2)C(=O)C2CCOCC2)C=C1 (S)-N-hydroxy-3-phenyl-4-(tetrahydro-2H-pyran-4-carbonyl)-2,3,4,5-tetrahydrobenzo[f][1,4]oxazepine-8-carboxamide